2-(4-isothiocyanatophenyl)-3-(3,3,3-trifluoro-1-phenylpropyl)-1H-indole N(=C=S)C1=CC=C(C=C1)C=1NC2=CC=CC=C2C1C(CC(F)(F)F)C1=CC=CC=C1